2-(Tert-butoxycarbonylamino)ethyl N-[[2-(2,6-dioxo-3-piperidyl)-1-oxo-isoindolin-5-yl] methyl]carbamate O=C1NC(CCC1N1C(C2=CC=C(C=C2C1)CNC(OCCNC(=O)OC(C)(C)C)=O)=O)=O